carbenium tetrakis(pentafluorophenyl)borate FC1=C(C(=C(C(=C1[B-](C1=C(C(=C(C(=C1F)F)F)F)F)(C1=C(C(=C(C(=C1F)F)F)F)F)C1=C(C(=C(C(=C1F)F)F)F)F)F)F)F)F.[CH3+]